6-amino-8-bromo-1-oxo-1,2,3,4-tetrahydronaphthalene-2-carbonitrile NC=1C=C2CCC(C(C2=C(C1)Br)=O)C#N